NC1=NC=NC2=C(C=C(C=C12)OCCO[Si](C)(C)C(C)(C)C)C(=O)NC1=C2C=CN=C(C2=CC=C1C)NC1=C(C(=CC=C1)Cl)F 4-amino-6-(2-((tert-butyldimethylsilyl)oxy)ethoxy)-N-(1-((3-chloro-2-fluorophenyl)amino)-6-methylisoquinolin-5-yl)quinazoline-8-carboxamide